[Ag].[Zn].[Al] aluminum-zinc-silver